tert-butyl N-[trans-4-(4-amino-6-hydroxyimino-5,5-dimethyl-benzo[h]quinazolin-8-yl)oxycyclohexyl]carbamate NC1=NC=NC=2C3=C(C(C(C12)(C)C)=NO)C=C(C=C3)O[C@@H]3CC[C@H](CC3)NC(OC(C)(C)C)=O